C(C)(C)(C)OC(=O)NCCCCCN1C(=NC2=C1C=CC(=C2)C=O)NC(=O)C=2C=C(C(=O)OC)C=CC2 methyl 3-((1-(5-((tert-butoxycarbonyl)amino)pentyl)-5-formyl-1H-benzo[d]imidazol-2-yl)carbamoyl)benzoate